BrC=1C=C(C=CC1)C1(CC(C1)(F)F)C=O 1-(3-bromophenyl)-3,3-difluorocyclobutane-carbaldehyde